(4-Fluorophenyl)-6-hydroxy-hex-4-enoic acid FC1=CC=C(C=C1)C(C(=O)O)CC=CCO